C(C1=CC=CC=C1)N(C=1C=CC(=NC1N(CC1=CC=CC=C1)CC1=CC=CC=C1)C1N(CCC(C1)(C(F)(F)F)O)C(=O)OC(C)(C)C)CC1=CC=CC=C1 syn-(rac)-tert-Butyl 2-[5,6-bis(dibenzylamino)pyridin-2-yl]-4-hydroxy-4-(trifluoro-methyl)piperidine-1-carboxylate